4-(4-fluorophenyl)pyridin FC1=CC=C(C=C1)C1=CC=NC=C1